ethyl 2-[4-[2-(3-bromo-2-methyl-phenoxy)ethyl]piperazin-1-yl]acetate BrC=1C(=C(OCCN2CCN(CC2)CC(=O)OCC)C=CC1)C